1-(2,2,3,3,3-pentafluoropropyl)-5-[6-(trifluoromethyl)imidazo[1,2-a]pyridin-2-yl]pyrazolo[3,4-c]pyridine FC(CN1N=CC=2C1=CN=C(C2)C=2N=C1N(C=C(C=C1)C(F)(F)F)C2)(C(F)(F)F)F